(pyridine-2-ylmethylene)biphenol N1=C(C=CC=C1)C=C1C(=C(C=CC1)O)C=1C(=CC=CC1)O